NC1=NC=2C=C(C=CC2C=2C1=NN(C2)CCNC(OC2=CC=CC=C2)=O)C2=NNC=C2 phenyl (2-(4-amino-7-(1H-pyrazol-3-yl)-2H-pyrazolo[3,4-c]quinolin-2-yl)ethyl)carbamate